2',6'-dihydroxy-4'-pentyl-6-(prop-1-en-2-yl)-1,4,5,6-tetrahydro-[1,1'-Biphenyl]-3-carboxylic acid OC1=C(C(=CC(=C1)CCCCC)O)C1C=C(CCC1C(=C)C)C(=O)O